1-((S)-3,3,3-trifluoro-2-hydroxypropyl)-1,3-dihydro-2H-imidazol-2-one FC([C@H](CN1C(NC=C1)=O)O)(F)F